N-(5-(3-Fluoro-4-methoxyphenoxy)-2-methoxyphenyl)-1-methyl-5-oxo-pyrrolidine-2-carboxamide FC=1C=C(OC=2C=CC(=C(C2)NC(=O)C2N(C(CC2)=O)C)OC)C=CC1OC